[(S)-1-(2-Methyl-7,8-dihydro-6H-9-oxa-1,3a,4-triaza-cyclopenta[a]naphthalen-5-yl)-piperidin-3-yl-methyl]-carbamic acid tert-butyl ester C(C)(C)(C)OC(NC[C@H]1CN(CCC1)C1=NN2C(C=3OCCCC13)=NC(=C2)C)=O